C1[C@H]([C@@H]([C@H]([C@@H](O1)O[C@@H]2[C@H]([C@@H]([C@H](O[C@H]2O)CO)O)O)O)O)O The molecule is a disaccharide consisting of beta-D-xylose and beta-D-glucose linked via a 1->2 glycosidic bond. It derives from a beta-D-glucose and a beta-D-xylose.